NC(C)(C)C1=CC(=NC(=C1)C1=CC=C(C=C1)F)OC1[C@@H]2CN(C[C@H]12)C(=O)C=1C(=NN(C1C)C1=NC=CC=N1)C ((1R,5S,6s)-6-((4-(2-aminopropan-2-yl)-6-(4-fluorophenyl)pyridin-2-yl)oxy)-3-azabicyclo[3.1.0]hexan-3-yl)(3,5-dimethyl-1-(pyrimidin-2-yl)-1H-pyrazol-4-yl)methanone